CC1=CC(=C(C=C1)CC1=C(C=C(C=C1)C)N)N bis-(4-methyl-aminophenyl)-methane